1-methyl-2-oxo-1,2-dihydroquinoline-3-carboxylic acid CN1C(C(=CC2=CC=CC=C12)C(=O)O)=O